N1CC(C1)OC=1C=CC=C2C=CC(=NC12)N1C=NC2=C1C=CC(=C2)OCC2(COC2)C 8-(azetidin-3-yloxy)-2-(5-((3-methyloxetan-3-yl)methoxy)-1H-benzo[d]imidazol-1-yl)quinoline